N-(1-(1,1-di(pyridin-2-yl)propyl)-6-(1-methyl-7-oxo-6,7-dihydro-1H-pyrrolo[2,3-c]pyridin-3-yl)-1H-indol-4-yl)ethanesulfonamide N1=C(C=CC=C1)C(CC)(C1=NC=CC=C1)N1C=CC2=C(C=C(C=C12)C1=CN(C=2C(NC=CC21)=O)C)NS(=O)(=O)CC